C(C)(C)(C)OC(=O)N1OC(CC1C1=NN(C=C1)C)N(O)C(=O)OC(C)(C)C 5-((tert-butoxycarbonyl)(hydroxy)amino)-3-(1-methyl-1H-pyrazol-3-yl)isoxazolidine-2-carboxylic acid tert-butyl ester